(3,5-dichlorobenzoyl-amino)-3-hydroxybenzoic acid ClC=1C=C(C(=O)NC2=C(C(=O)O)C=CC=C2O)C=C(C1)Cl